S(=O)(=O)(C1=CC=C(C)C=C1)N\N=C(\C)/C1=CC=C(C=C1)NC(OC(C)(C)C)=O tert-butyl (Z)-(4-(1-(2-tosylhydrazineylidene)ethyl)phenyl)carbamate